C(C)(=O)N(N(C(=O)C1=CC=C2N=C(C=3N(C2=C1)C(=NC3)C)N)CC3=C(C=C(C=C3)OC(F)F)F)C N'-acetyl-4-amino-N-(4-(difluoromethoxy)-2-fluorobenzyl)-N',1-dimethylimidazo[1,5-a]quinoxaline-8-carbohydrazide